CC(C[C@@H]([C@H]1OC1)N1C([C@H](CC1)NC(OC(C)(C)C)=O)=O)C tert-butyl ((S)-1-((S)-3-methyl-1-((R)-oxiran-2-yl)butyl)-2-oxopyrrolidin-3-yl)carbamate